butane-1,2-diyl bis(diethylcarbamate) C(C)N(C(OCC(CC)OC(N(CC)CC)=O)=O)CC